[In].CC1=C(C=2N(C=C1C1=C(C=3N=C(SC3N1)C(=O)N1CC(C1)N(C)C)C(C)C)N=CN2)C (5-(7,8-dimethyl-[1,2,4]triazolo[1,5-a]pyridin-6-yl)-6-isopropyl-4H-pyrrolo[3,2-d]thiazol-2-yl)(3-(dimethylamino)azetidin-1-yl)methanone Indium